C(C=C)N1NNC=C1 N-prop-2-enyl-3H-triazole